P1(C=CC=C1)=O (phosphole)-1-oxide